CC1(NC=C2C=CC=CC2=C1)C 3,3-dimethyl-isoquinoline